Vinyl ether fluoroacrylate FC(C(=O)O)=C.C(=C)OC=C